((R)-3-methyl-2-(3-(piperidin-4-ylmethoxy)isoxazol-5-yl)butanoyl)pyrrolidine-2-carboxamide CC([C@@H](C(=O)N1C(CCC1)C(=O)N)C1=CC(=NO1)OCC1CCNCC1)C